CC1=NC(=NC=C1)[C@@H]1[C@H](C1)C=1N=C2C=CC=NC2=CC1 |o1:7,8| 6-((1S*,2S*)-2-(4-methylpyrimidin-2-yl)cyclopropyl)-1,5-naphthyridin